2-(((1r,3r,5r,7r)-adamantan-2-yl)amino)-5-(cyclohexylamino)nicotinic acid tert-butyl ester C(C)(C)(C)OC(C1=C(N=CC(=C1)NC1CCCCC1)NC1C2CC3CC(CC1C3)C2)=O